(2,3,4,5,6-Pentafluorophenyl) (2S)-4-methyl-2-[methyl(2-trimethylsilylethoxycarbonyl)amino]pentanoate CC(C[C@@H](C(=O)OC1=C(C(=C(C(=C1F)F)F)F)F)N(C(=O)OCC[Si](C)(C)C)C)C